[2-(4-Chlorophenyl)-6-[4-[(E)-3-(4-fluorophenyl)-3-oxoprop-1-enyl]phenyl]oxan-4-yl] 4-methylbenzenesulfonate CC1=CC=C(C=C1)S(=O)(=O)OC1CC(OC(C1)C1=CC=C(C=C1)\C=C\C(=O)C1=CC=C(C=C1)F)C1=CC=C(C=C1)Cl